CC1=C(C=C(C=C1)NC(=O)C=1C(=NC2=CC=CC=C2C1)C1=CC=C(C=C1)NC(OC(C)(C)C)=O)C(F)(F)F tert-butyl (4-(3-((4-methyl-3-(trifluoromethyl)phenyl)carbamoyl)-quinolin-2-yl)phenyl)carbamate